NC1(CCCC1)COC=1C=C(C=C(C1C#N)SC)C1=CN=C2N1C(=C(C=C2)CC)C#N 3-(3-((1-aminocyclopentyl)methoxy)-4-cyano-5-(methylthio)phenyl)-6-ethylimidazo[1,2-a]pyridine-5-carbonitrile